C(#CC)C1=CC(=CC(=C1)C#CC)C#CC 1,3,5-tripropynylbenzene